2-({8-methoxy-7-[3-(pyrrolidin-1-yl)propoxy]-1H,2H,3H-cyclopenta[c]quinolin-4-yl}amino)acetic acid COC1=CC=2C3=C(C(=NC2C=C1OCCCN1CCCC1)NCC(=O)O)CCC3